2-[6-[5-(6-methyl-2-pyridyl)-1H-imidazol-4-yl]-3-quinolyl]pyrimidine-4-carboxylic acid CC1=CC=CC(=N1)C1=C(N=CN1)C=1C=C2C=C(C=NC2=CC1)C1=NC=CC(=N1)C(=O)O